(S)-N-((S)-1-(5-(2-(dimethylamino)quinolin-6-yl)-1H-imidazol-2-yl)-7-oxononyl)-6-methyl-6-azaspiro[2.5]octane-1-carboxamide CN(C1=NC2=CC=C(C=C2C=C1)C1=CN=C(N1)[C@H](CCCCCC(CC)=O)NC(=O)[C@H]1CC12CCN(CC2)C)C